C[Si](O[C@@]1([C@H](C1)\C=C\C1=CC=CC=C1)C1=CC=CC=C1)(C)C trimethyl-((1s,2r)-1-phenyl-2-((E)-styryl)cyclopropyloxy)silane